COC(=O)C=1OCCCC1C1=C(C(=C(C=C1)C(=O)OC)C)[N+](=O)[O-].C(C1=CC=CC=C1)OC1=NC=C(C(=O)N(C)OC)C=C1 6-(benzyloxy)-N-methoxy-N-methyl-nicotinamide methyl-3-(4-(methoxycarbonyl)-3-methyl-2-nitrophenyl)-5,6-dihydro-4H-pyran-2-carboxylate